C1(CC1)C=1C(=NON1)C(=O)N[C@H](C=1N=C2N(N=CC(=C2)C[C@H]2C(N[C@@H](C2)CC)=O)C1)C1CCC(CC1)(F)F |o1:21,24| 4-Cyclopropyl-N-[(S)-(4,4-difluorocyclohexyl)-[7-[[(3R*,5R*)-5-ethyl-2-oxo-pyrrolidin-3-yl]methyl]imidazo[1,2-b]pyridazin-2-yl]methyl]-1,2,5-oxadiazole-3-carboxamide